1-(4-chloro-2-fluorophenylethyl)-3-(piperidin-4-yl)-3,4-dihydro-quinazolin-2(1H)-one ClC1=CC(=C(C=C1)CCN1C(N(CC2=CC=CC=C12)C1CCNCC1)=O)F